Di(pentanediol) dimethacrylate C(C(=C)C)(=O)O.C(C(=C)C)(=O)O.C(CCCC)(O)O.C(CCCC)(O)O